2-chloro-5-(diethoxymethyl)pyrimidine ClC1=NC=C(C=N1)C(OCC)OCC